CN(N)C1=CC=CC2=CC=CC=C12 N-Methyl-N-(1-naphthyl)hydrazine